COC(NCC1CCN(CC1)CC1=CC(=NC(=C1)OC=1C=NC(=NC1)N1CCNCC1)C1=CC(=CC(=C1)F)Cl)=O methyl((1-((2-(3-chloro-5-fluorophenyl)-6-((2-(piperazin-1-yl) pyrimidin-5-yl)oxy)pyridin-4-yl) methyl)piperidin-4-yl)methyl)carbamate